N1(CCC1)CC=1C=C(C=CC1)C1=CN=C(S1)N1C([C@H]2N(CCNC2)CC1)=O (S)-8-(5-(3-(Azetidin-1-ylmethyl)phenyl)thiazol-2-yl)-9-oxooctahydro-2H-pyrazino[1,2-a]pyrazin